C(=O)(C1=CC=C(C=C1)C=1C(=O)NC(C1)=O)C1=CC=C(C=C1)C=1C(=O)NC(C1)=O N'-(carbonyldi-p-phenylene)bismaleimide